2-(chlorobenzoyl)thiophene ClC1=C(C(=O)C=2SC=CC2)C=CC=C1